2-hydroxy-3-Methoxyanthraquinone OC1=CC=2C(C3=CC=CC=C3C(C2C=C1OC)=O)=O